6-acetylamino-1-(6-(3-methoxytetrahydrofuran-3-yl)-4-methylpyridin-2-yl)-1H-pyrrole C(C)(=O)NC1(C=C(C=C(N1)N1C=CC=C1)C)C1(COCC1)OC